3-[(2-oxo-2-phenylethyl)sulfanyl]-5-propyl[1,2,4]triazolo[4,3-a]pyrimidin-7(8H)-one O=C(CSC1=NN=C2N1C(=CC(N2)=O)CCC)C2=CC=CC=C2